ClC=1C=CC(=C(C1)C1=C(C=NN1)N)OC(F)F 5-(5-chloro-2-difluoromethoxyphenyl)-1H-pyrazol-4-ylamine